N-[2-(1H-indol-4-yl)ethyl]-2-[2-(morpholin-4-yl)acetamido]Benzamide N1C=CC2=C(C=CC=C12)CCNC(C1=C(C=CC=C1)NC(CN1CCOCC1)=O)=O